FC1(CCN(CC1)C=1SC(=C(N1)C=1N=NN(C1)C1=C(C=C(C=C1)NS(=O)(=O)CCO)N1CCC2(CC2)CC1)F)F N-(4-(4-(2-(4,4-difluoropiperidin-1-yl)-5-fluorothiazol-4-yl)-1H-1,2,3-triazol-1-yl)-3-(6-azaspiro[2.5]octan-6-yl)phenyl)-2-hydroxyethane-1-sulfonamide